N-(5-fluoropyridin-2-yl)cyclobutane-1-carboxamide FC=1C=CC(=NC1)NC(=O)C1CCC1